S1C(=CC=C1)C(=O)N(N=O)C=1OC=CN1 thienyl-oxazolyl-formylhydrazineAl